cyclopentyl(4-(((3S,4r,5R)-3,4,5-trihydroxypiperidin-1-yl)methyl)piperidin-1-yl)methanone C1(CCCC1)C(=O)N1CCC(CC1)CN1C[C@@H](C([C@@H](C1)O)O)O